3,4-dimethylpyrazolium glycolate C(CO)(=O)[O-].CC=1N[NH+]=CC1C